CS(=O)(=O)C1=C(C=CC=C1)C1=C2C(=NC(=C1)N1C(COCC1)C)C(=NS2)C2=CC(=NN2)C 4-[7-(2-methanesulfonylphenyl)-3-(3-methyl-1H-pyrazol-5-yl)-[1,2]Thiazolo[4,5-b]Pyridin-5-yl]3-methylmorpholine